tert-butyl (2S,4S)-4-[(2-bromo-4-chloro-phenyl)-[(4-methoxyphenyl)methyl]carbamoyl]-2-methyl-piperidine-1-carboxylate BrC1=C(C=CC(=C1)Cl)N(C(=O)[C@@H]1C[C@@H](N(CC1)C(=O)OC(C)(C)C)C)CC1=CC=C(C=C1)OC